1-(2-(4,4-difluoropiperidin-1-yl)-6-methoxy-7-(3-(pyrrolidin-1-yl)prop-1-yn-1-yl)quinazolin-4-yl)piperidin-2-amine FC1(CCN(CC1)C1=NC2=CC(=C(C=C2C(=N1)N1C(CCCC1)N)OC)C#CCN1CCCC1)F